tert-butyl N-[1-[5-[1-[4-[4-[(2,6-difluorophenyl)methyl]-5-oxo-1,2,4-triazol-1-yl]phenyl]ethyl]-4-methyl-thiazol-2-yl]-3-methyl-azetidin-3-yl]carbamate FC1=C(C(=CC=C1)F)CN1C=NN(C1=O)C1=CC=C(C=C1)C(C)C1=C(N=C(S1)N1CC(C1)(C)NC(OC(C)(C)C)=O)C